C(CCCCCCC\C=C/CCCCCCCC)(=O)OCCCCCCCCCCCCCCCCCCCCCCCCCCCCCCCCCCCCC(C)C 37-methyloctatriacontyl oleate